C(C)C=1C=C(C(=NC1)C(=O)O)C(=O)O 5-ethyl-2,3-pyridine-dicarboxylic acid